CC=1OC(=CC1CNC(=O)N1CCC2(NC3=CC=C(C=C3C(C2)=O)F)CC1)C N-((2,5-dimethylfuran-3-yl)methyl)-6'-fluoro-4'-oxo-3',4'-dihydro-1'H-spiro[piperidine-4,2'-quinoline]-1-carboxamide